ClC=1C(N(C(=CC1OC([2H])([2H])C1=NC=C(C=C1F)F)C)C1=CC(=NC=C1C)N1N=C(C=C1)S(=O)(=O)CCC)=O (R)-3-chloro-4-((3,5-difluoropyridin-2-yl)methoxy-d2)-5',6-dimethyl-2'-(3-(propylsulfonyl)-1H-pyrazol-1-yl)-2H-[1,4'-bipyridin]-2-one